ClC1=CC=C(C=C1)C=1N(C(N(C1)CC1=NN(C(=N1)[C@H](C)O)C1=C(C=CC=C1)C(F)(F)F)=O)C[C@@H](C(F)(F)F)O 4-(4-chlorophenyl)-1-((1-(2-(trifluoromethyl)phenyl)-5-((S)-1-hydroxyethyl)-1H-1,2,4-triazol-3-yl)methyl)-3-((S)-3,3,3-trifluoro-2-hydroxypropyl)-1,3-dihydro-2H-imidazol-2-one